C[Hf](C=1CC=2C=CC3=C(C2C1CCCCC)C=CC=C3)(C3(C(=C(C(=C3C)C)C)C)C)C dimethyl-pentamethylcyclopentadienyl-(1-pentyl-benz[e]indenyl)hafnium